C(CC(C)C)C1=C(C2=C(N(C(=N2)OC)C(=O)N)C=C1)OC iso-Pentyl-2,4-dimethoxy-1H-benzo[d]imidazole-1-carboxamide